C(C)(C)(C)OC(=O)N1C2=C(CCC1)N(N=C2)C 1-methyl-6,7-dihydropyrazolo[4,3-b]pyridine-4-carboxylic acid tert-butyl ester